BrC=1C=CC=2N=CN=C(C2N1)NCC=1N=NC(=CC1)C 6-bromo-N-((6-methylpyridazin-3-yl)methyl)pyrido[3,2-d]Pyrimidin-4-amine